ONC(=O)N1CCCCC1 [(HYDROXYAMINO)CARBONYL]PIPERIDINE